N1(CCC1)CC1=CC(=C(C=C1)N1C=NC(=C1)C1=NC(=NC=C1C(F)(F)F)N[C@@H]1[C@@H](CN(CC1)S(=O)(=O)C)F)Cl (1-(4-(azetidin-1-ylmethyl)-2-chlorophenyl)-1H-imidazol-4-yl)-N-((3R,4S)-3-fluoro-1-(methylsulfonyl)piperidin-4-yl)-5-(trifluoromethyl)pyrimidin-2-amine